O=C1NC(CCC1NC1=CC(=C(C=C1)N1CCC(CC1)CN1CCNCC1)F)=O 4-((1-(4-((2,6-dioxopiperidin-3-yl)amino)-2-fluorophenyl)piperidin-4-yl)methyl)piperazin